3-(benzofuran-7-yl)pyridine-2,6-diamine O1C=CC2=C1C(=CC=C2)C=2C(=NC(=CC2)N)N